BrCC1=CC(=CC=C1)I 1-(bromomethyl)-3-iodo-benzene